OC(C)(C)C1=CC=CC(=N1)N1N(C(C=2C1=NC(=NC2)NC2=CC=C(C=C2)N2CCN(CC2)C2CCN(CC2)C2CCN(CC2)C(=O)OC(C)(C)C)=O)CC=C tert-butyl 4-{4-[4-({1-[6-(2-hydroxypropan-2-yl) pyridin-2-yl]-3-oxo-2-(prop-2-en-1-yl) pyrazolo[3,4-d]pyrimidin-6-yl} amino) phenyl] piperazin-1-yl}-[1,4'-bipiperidine]-1'-carboxylate